BrC1=C2C(=NC=C1)NC=C2C(CCCl)=O 1-(4-bromo-1H-pyrrolo[2,3-b]pyridin-3-yl)-3-chloropropan-1-one